4-(4-(3-(7-fluoro-1-oxo-1,2-dihydroisoquinolin-3-yl)propanoyl)piperazin-1-yl)benzonitrile FC1=CC=C2C=C(NC(C2=C1)=O)CCC(=O)N1CCN(CC1)C1=CC=C(C#N)C=C1